7-(3-(2-benzylmorpholino)-7,8-dihydro-1,6-naphthyridin-6(5H)-yl)-8-methyl-4H-pyrimido[1,2-b]pyridazin-4-one C(C1=CC=CC=C1)C1OCCN(C1)C=1C=NC=2CCN(CC2C1)C=1C(=CC=2N(N1)C(C=CN2)=O)C